C(C)(=O)O.C(C)(=O)O.C(CCC)(N)N butanediamine diacetic acid